CC=1C=C2C(=NC(=NC2=CC1)C(F)(F)F)SC=1C=C(C=CC1)C 6-methyl-4-(m-tolylthio)-2-(trifluoromethyl)quinazoline